4-(2,5-dichlorophenyl)-N-(4-((1,3-dioxoisoindolin-2-yl)methyl)-2-ethyl-6-methylphenyl)pyrimidine-2-carboxamide ClC1=C(C=C(C=C1)Cl)C1=NC(=NC=C1)C(=O)NC1=C(C=C(C=C1C)CN1C(C2=CC=CC=C2C1=O)=O)CC